(4-(bis(4H-benzo[d][1,3]dioxin-6-yl)methyl)piperazin-1-yl)(6-bromo-1H-benzo[d][1,2,3]triazol-1-yl)methanone O1COCC2=C1C=CC(=C2)C(N2CCN(CC2)C(=O)N2N=NC1=C2C=C(C=C1)Br)C1=CC2=C(OCOC2)C=C1